3,4-dicarboxyphenyl-boric acid C(=O)(O)C=1C=C(C=CC1C(=O)O)OB(O)O